BrC1CC(C1)O[Si](C)(C)C(C)(C)C (3-bromocyclobutoxy)-tert-butyl-dimethyl-silane